ClC=1C=C(C=C(C1)[N+](=O)[O-])C(=O)N1CCCCC1 (3-chloro-5-nitrophenyl)(piperidin-1-yl)methanone